ClC1=CC(=NC2=C(C=CC=C12)OC)C 4-chloro-8-methoxy-2-methylquinoline